5-cyclopropyl-2-(4-{[(3R)-1-ethylpiperidin-3-yl]amino}pyrrolo[1,2-d][1,2,4]triazin-1-yl)-3-fluorophenol C1(CC1)C=1C=C(C(=C(C1)O)C=1C=2N(C(=NN1)N[C@H]1CN(CCC1)CC)C=CC2)F